O1C(=CC=C1)C1=NN2C(=NC3=C(C2=N1)C=NN3CCCC3=CC=C(C=C3)OC)N 2-(2-furyl)-7-[3-(4-methoxyphenyl)propyl]-7H-pyrazolo[4,3-e][1,2,4]Triazolo[1,5-c]Pyrimidin-5-amine